digeranyl oxalate C(C(=O)OC\C=C(/C)\CCC=C(C)C)(=O)OC\C=C(/C)\CCC=C(C)C